FC1=C(C=C(N)C=C1)CSC 4-Fluoro-3-((methylthio)methyl)aniline